CC1=C(C=CC(=C1)C)C1=NC(=NC(=N1)C1=C(C=C(C=C1)C)C)C1=C(C=C(C(=C1)C(C)(C)C1=CC=CC=C1)OCC(COCCCCCCCCC)O)O 2,4-bis(2,4-dimethylphenyl)-6-[2-hydroxy-4-(3-nonyloxy-2-hydroxypropyloxy)-5-α-cumylphenyl]-s-triazine